ethyl 2-(2-((7-(2-(((tert-butoxycarbonyl)amino)methyl)-3-fluoropyridin-4-yl)benzofuran-5-yl)methoxy)phenyl)acetate C(C)(C)(C)OC(=O)NCC1=NC=CC(=C1F)C1=CC(=CC=2C=COC21)COC2=C(C=CC=C2)CC(=O)OCC